[bis[acetoxy]-iodo]benzene C(C)(=O)OI(OC(C)=O)C1=CC=CC=C1